5-[2-(2,4-Difluorophenylamino)vinyl]-4-cyano-3-phenylisoxazole FC1=C(C=CC(=C1)F)NC=CC1=C(C(=NO1)C1=CC=CC=C1)C#N